2-amino-2-(2'-fluoro-[1,1'-biphenyl]-4-yl)acetic acid NC(C(=O)O)C1=CC=C(C=C1)C1=C(C=CC=C1)F